C(C)(=O)N1CC(CC1)C(=O)N1C(CC(C1)F)C(=O)NC(C1=CC=C(C=C1)C(C)C)C1=CC=CC=C1 1-(1-acetylpyrrolidine-3-carbonyl)-4-fluoro-N-{phenyl-[4-(prop-2-yl)phenyl]methyl}pyrrolidine-2-carboxamide